[Zn].[Cd].N(=[N+]=[N-])C=1C=C(C(CNCCCCNC(CI)=O)=CC1)O 1-(p-azidosalicylamino)-4-(iodoacetamido)butane Cadmium zinc